2-methoxy-5-(3-oxocyclohexyl)benzoic acid COC1=C(C(=O)O)C=C(C=C1)C1CC(CCC1)=O